N-(1-((3'-(trifluoromethyl)-[1,1'-biphenyl]-4-yl)methyl)-1H-indol-5-yl)acrylamide methyl-4-amino-1-(6-aminopyridin-3-yl)-7-iodo-2-oxo-1,2-dihydroquinoline-3-carboxylate COC(=O)C=1C(N(C2=CC(=CC=C2C1N)I)C=1C=NC(=CC1)N)=O.FC(C=1C=C(C=CC1)C1=CC=C(C=C1)CN1C=CC2=CC(=CC=C12)NC(C=C)=O)(F)F